4-((2-hydroxyethyl)sulphonamido)-2-methyl-N-(3-(methylsulfonyl)phenyl)-6-(6-azaspiro[2.5]octan-6-yl)benzamide OCCS(=O)(=O)NC1=CC(=C(C(=O)NC2=CC(=CC=C2)S(=O)(=O)C)C(=C1)N1CCC2(CC2)CC1)C